(S,E)-N7-(1-(2-(bicyclo[1.1.1]pentan-1-ylamino)-2-oxoethyl)-2-oxo-1,2-dihydropyridin-3-yl)-6-(5-bromo-2-methylfuran-3-carboxamido)-N1-phenylhept-2-enediamide C12(CC(C1)C2)NC(CN2C(C(=CC=C2)NC([C@H](CC/C=C/C(=O)NC2=CC=CC=C2)NC(=O)C2=C(OC(=C2)Br)C)=O)=O)=O